3,5-bis(trimethylsilylethynyl)pyridine C[Si](C)(C)C#CC=1C=NC=C(C1)C#C[Si](C)(C)C